(E)-2-(3-(2-(6-hydroxynaphthalen-2-yl)vinyl)-5,5-dimethylcyclohex-2-en-1-yl)malononitrile OC=1C=C2C=CC(=CC2=CC1)/C=C/C1=CC(CC(C1)(C)C)C(C#N)C#N